4-cyclopropyl-1-[6-(2-hydroxyphenyl)pyridazin-4-yl]piperidine-4-carboxylic acid C1(CC1)C1(CCN(CC1)C1=CN=NC(=C1)C1=C(C=CC=C1)O)C(=O)O